isopropyl (S)-6-diazo-2-((R)-2-hydroxy-2-(3-methoxypyridin-4-yl)acetamido)-5-oxohexanoate [N+](=[N-])=CC(CC[C@@H](C(=O)OC(C)C)NC([C@@H](C1=C(C=NC=C1)OC)O)=O)=O